2-(4,6-bis(2,4-dimethylphenyl)-1,3,5-triazin-2-yl)-5-hexyloxyphenol CC1=C(C=CC(=C1)C)C1=NC(=NC(=N1)C1=C(C=C(C=C1)C)C)C1=C(C=C(C=C1)OCCCCCC)O